CNCC1=CC=CO1 N-methyl-furfuryl-amine